m-methoxyphenylphosphine COC=1C=C(C=CC1)P